6-[8-(1,3-benzothiazol-2-ylcarbamoyl)-3,4-dihydroisoquinolin-2(1H)-yl]-3-(1-benzyl-3-carboxy-5-methyl-1H-pyrazol-4-yl)pyridine-2-carboxylic acid S1C(=NC2=C1C=CC=C2)NC(=O)C=2C=CC=C1CCN(CC21)C2=CC=C(C(=N2)C(=O)O)C=2C(=NN(C2C)CC2=CC=CC=C2)C(=O)O